(8S,11S)-22-fluoro-13,18-dimethyl-7-oxa-5,10,13,18,19,26-hexazapentacyclo[15.6.1.12,6.18,11.020,24]hexacosa-1(23),2(26),3,5,17(24),19,21-heptaen-12-one FC1=CC2=NN(C=3CCCN(C([C@H]4NC[C@@H](OC5=NC=CC(C(=C1)C23)=N5)C4)=O)C)C